1-(3-((3-benzyl-4-methyl-2-oxo-2H-chromen-7-yl)oxy)-2-hydroxypropyl)piperidine-4-carboxamide C(C1=CC=CC=C1)C=1C(OC2=CC(=CC=C2C1C)OCC(CN1CCC(CC1)C(=O)N)O)=O